C1CCCC=CCCCCCC1 5-cyclododecene